NC1CN(C1)C=1C=2N(C=C(C1)C=1C=NN(C1)C)N=CC2 4-(3-aminoazetidin-1-yl)-6-(1-methyl-1H-pyrazol-4-yl)pyrazolo[1,5-a]pyridine